C(C)OC(=O)[C@@H]1[C@@H]2CC[C@H]([C@H]12)O.[Si](C)(C)(C(C)(C)C)OCC1=CN=C(S1)C1CCC2(OCCO2)CC1 |&1:5| 5-(((tert-butyldimethylsilyl)oxy)methyl)-2-(1,4-dioxaspiro[4.5]decan-8-yl)thiazole (±)-ethyl-(1S,2R,5R)-2-hydroxybicyclo[3.1.0]hexane-6-carboxylate